methyl-5-(4-(4-bromo-3-nitrobenzyl)piperazin-1-yl)-N,6-dimethylpicolinamide tert-butyl-4-(4-(4,4,5,5-tetramethyl-1,3,2-dioxaborolan-2-yl)-1H-pyrazol-1-yl)piperidine-2-carboxylate C(C)(C)(C)OC(=O)C1NCCC(C1)N1N=CC(=C1)B1OC(C(O1)(C)C)(C)C.CC=1C(=NC(=C(C1)N1CCN(CC1)CC1=CC(=C(C=C1)Br)[N+](=O)[O-])C)C(=O)NC